C/C=1/C(CC\C=C/C(C(\C=C/C/C1)C)C)C(C)=O 1-((2E,5Z,9Z)-2,7,8-trimethylcyclododeca-2,5,9-trien-1-yl)ethanone